4-chloro-2-fluoro-N-methoxy-N-methylbenzamide ClC1=CC(=C(C(=O)N(C)OC)C=C1)F